C(C)(C)(C)OC(=O)C1=C(NC=2C[C@H](CC(C2[C@@H]1C1=CC(=CC=C1)O)=O)C1=C(C=CC=C1)OC)C.FC1=C(C(=O)N)C(=CC=C1)C(F)(F)F 2-fluoro-6-(trifluoromethyl)benzamide tert-butyl-(4S,7R)-4-(3-hydroxyphenyl)-7-(2-methoxyphenyl)-2-methyl-5-oxo-1,4,5,6,7,8-hexahydroquinoline-3-carboxylate